(1S,2S)-2-fluoro-N-(3-[5-methoxy-[1,2,4]triazolo[1,5-a]pyridin-6-yl]-1H-pyrrolo[2,3-b]pyridin-6-yl)cyclopropane-1-carboxamide F[C@@H]1[C@@H](C1)C(=O)NC1=CC=C2C(=N1)NC=C2C=2C=CC=1N(C2OC)N=CN1